ClC1=CC(=NC(=C1)NC1=CC(=CC=C1)F)C(=O)NC1=CC=CC=C1 4-Chloro-6-((3-fluorophenyl)amino)-N-phenylpyridineamide